OCC1(CC1)C(C)O (1-(hydroxymethyl)cyclopropyl)ethan-1-ol